2-(4-iodophenyl)-3-(2,4-dinitrophenyl)-5-(2,4-disulfophenyl)-2H-tetrazolium C1=CC(=CC=C1N2N=C(N=[N+]2C3=C(C=C(C=C3)[N+](=O)[O-])[N+](=O)[O-])C4=C(C=C(C=C4)S(=O)(=O)O)S(=O)(=O)[O-])I